NC=1N=C2N(C=C(C=C2)C=2C=CC(=C(C2)NC(=O)N2OCC[C@H]2C2=CC=CC=C2)C)C1C(=O)[C@H]1[C@H](C1)F (S)-N-(5-(2-amino-3-((1S,2S)-2-fluorocyclopropane-1-carbonyl)imidazo[1,2-a]pyridin-6-yl)-2-methylphenyl)-3-phenylisoxazolidine-2-carboxamide